6-Chloro-N4-cyclopentyl-2-(propylthio)pyrimidine-4,5-diamine ClC1=C(C(=NC(=N1)SCCC)NC1CCCC1)N